OC1=CC=C(C=C1)C=CCC 4-(4-hydroxyphenyl)-3-butene